(4-(4-((4-(((S)-1-carboxy-2-methylpropyl)amino)-4-oxobutyl)amino)-2,3-bis(2,5-dioxo-2,5-dihydro-1H-pyrrol-1-yl)-4-oxobutanamido)butanoyl)-L-valine C(=O)(O)[C@H](C(C)C)NC(CCCNC(C(C(C(=O)NCCCC(=O)N[C@@H](C(C)C)C(=O)O)N1C(C=CC1=O)=O)N1C(C=CC1=O)=O)=O)=O